N-(2-(furan-2-yl)-3,4''-bipyridin-6-yl)acetamide CC(=O)NC1=NC(=C(C=C1)C2=CC=NC=C2)C3=CC=CO3